5-(1H-imidazol-1-yl)-2-{6-[methyl-(piperidin-4-yl)amino][1,3]thiazolo[4,5-c]pyridazin-3-yl}phenol N1(C=NC=C1)C=1C=CC(=C(C1)O)C1=CC2=C(N=N1)N=C(S2)N(C2CCNCC2)C